3-(5-(4-((R)-2-methylpiperazine-1-carbonyl)piperidin-1-yl)-1-oxoisoindolin-2-yl)piperidine-2,6-dione C[C@H]1N(CCNC1)C(=O)C1CCN(CC1)C=1C=C2CN(C(C2=CC1)=O)C1C(NC(CC1)=O)=O